N-isopentyl-benzamide C(CC(C)C)NC(C1=CC=CC=C1)=O